[N+](=O)([O-])C1=C(C(=O)NN)C=CC(=C1)OC1=CC(=CC=C1)C(F)(F)F 2-Nitro-4-(3-(trifluoromethyl)-phenoxy)benzohydrazide